3,5-di-tert-butylcyclohexa-3,5-diene-1,2-dione C(C)(C)(C)C=1C(C(C=C(C1)C(C)(C)C)=O)=O